tert-butyl [(2S)-1-{[bis(4-methoxybenzyl) carbamoyl]oxy}hexan-2-yl]carbamate COC1=CC=C(CN(C(=O)OC[C@H](CCCC)NC(OC(C)(C)C)=O)CC2=CC=C(C=C2)OC)C=C1